7-(8-fluoro-2-methylimidazo[1,2-a]pyridin-6-yl)-2-(1-methyl-1,2,3,6-tetrahydropyridin-4-yl)-4H-pyrido[1,2-a]pyrimidin-4-one FC=1C=2N(C=C(C1)C=1C=CC=3N(C(C=C(N3)C=3CCN(CC3)C)=O)C1)C=C(N2)C